NC1=CC(=C(C(=O)O)C=C1)CO 4-Amino-2-(hydroxymethyl)benzoic acid